2-isothiocyanato-2-methylpropane N(=C=S)C(C)(C)C